C(C)(C)(C)OC(=O)C1=CC=C(C=C1)[Li] 4-(t-butoxycarbonyl)phenyllithium